2,6-Dimethyl-(E,E)-2,6-octadien-1,8-diol diacetate C(C)(=O)OC\C(=C\CC\C(=C\COC(C)=O)\C)\C